ClC=1C=C(C=CC1C(F)(F)F)N1C=C(C2=CC(=CC=C12)S(=O)(=O)NC)C=1N=CN(C1)C 1-(3-chloro-4-(trifluoromethyl)phenyl)-N-methyl-3-(1-methyl-1H-imidazol-4-yl)-1H-indole-5-sulfonamide